(S)-ethyl 8-(2-amino-6-((R)-2,2,2-trifluoro-1-(2-(3-methyl-1H-pyrazol-1-yl)-4-(naphthalen-2-yl)phenyl)ethoxy)pyrimidin-4-yl)-2,8-diazaspiro[4.5]decane-3-carboxylate NC1=NC(=CC(=N1)N1CCC2(C[C@H](NC2)C(=O)OCC)CC1)O[C@@H](C(F)(F)F)C1=C(C=C(C=C1)C1=CC2=CC=CC=C2C=C1)N1N=C(C=C1)C